NC=1C(=NC(=NC1)Cl)NC1(CCN(CC1)C(=O)OC(C)(C)C)C#N tert-butyl 4-((5-amino-2-chloropyrimidin-4-yl)amino)-4-cyanopiperidine-1-carboxylate